6-(2,5-dichloropyrimidin-4-yl)-4-fluoro-2-(1-hydroxy-1-methyl-ethyl)-1-isopropyl-indole-3-carbonitrile ClC1=NC=C(C(=N1)C1=CC(=C2C(=C(N(C2=C1)C(C)C)C(C)(C)O)C#N)F)Cl